FC=1C=2N(C=C(C1OC(C)C)C(=O)NC=1C(N(C=CC1)[C@H]1[C@@H](C1)C)=O)C=C(N2)C21COC(C2)(C1)C 8-fluoro-7-isopropoxy-2-(1-methyl-2-oxabicyclo[2.1.1]hexan-4-yl)-N-(1-((1R,2R)-2-methylcyclopropyl)-2-oxo-1,2-dihydropyridin-3-yl)imidazo[1,2-a]pyridine-6-carboxamide